C(C1=CC(O)=C(O)C(O)=C1)(=O)O[C@H]1[C@H](OC(C2=CC(O)=C(O)C(O)=C2)=O)[C@@H](OC(C2=CC(O)=C(O)C(O)=C2)=O)[C@H](O)[C@H](O1)COC(C1=CC(O)=C(O)C(O)=C1)=O 1,2,3,6-tetra-O-galloyl-β-D-glucose